4-((2-oxo-2,3-dihydro-1H-benzo[d]imidazol-5-yl)carbamoyl)indoline-1-carboxylic acid tert-butyl ester C(C)(C)(C)OC(=O)N1CCC2=C(C=CC=C12)C(NC1=CC2=C(NC(N2)=O)C=C1)=O